N-(5-(4-(4-propenylpiperazin-1-yl)quinolin-6-yl)-2-methoxypyridin-3-yl)-2,4-difluorobenzenesulfonamide C(=CC)N1CCN(CC1)C1=CC=NC2=CC=C(C=C12)C=1C=C(C(=NC1)OC)NS(=O)(=O)C1=C(C=C(C=C1)F)F